(R)-N-((R)-1-(4-methoxy-1-methyl-1H-pyrazol-3-yl)-2,2-dimethylpropyl)-2-methylpropane-2-sulfinamide COC=1C(=NN(C1)C)[C@@H](C(C)(C)C)N[S@](=O)C(C)(C)C